Methyl 2-(3-bromo-5-nitrophenyl)-2,2-difluoroacetate BrC=1C=C(C=C(C1)[N+](=O)[O-])C(C(=O)OC)(F)F